(2S,4R)-4-(4-(3-chloro-1H-1,2,4-triazol-1-yl)phenylsulfonyl)-N-(1-cyanocyclopropyl)-1-(1-(trifluoromethyl)cyclopropanecarbonyl)pyrrolidine-2-carboxamide ClC1=NN(C=N1)C1=CC=C(C=C1)S(=O)(=O)[C@@H]1C[C@H](N(C1)C(=O)C1(CC1)C(F)(F)F)C(=O)NC1(CC1)C#N